CC=1C(=NOC1C)N(S(=O)(=O)C=1C(=CC=CC1)C1=C(C=C(C=C1)CO)COCC1=CC=C(C=C1)OC)COC N-(4,5-dimethylisoxazol-3-yl)-4'-(hydroxymethyl)-2'-(((4-methoxybenzyl)oxy)methyl)-N-(methoxymethyl)-[1,1'-biphenyl]-2-sulfonamide